ClC(CC(CC(CC(CC(CCCC(OCCCC)OC(CCCC(CC(CC(CC(CC(C)Cl)C)C)C)C)OCCCC)C)C)C)C)C 12-chloro-4,6,8,10-tetramethyltridecylbutoxymethyl ether